tert-butyl 4-(4-iodo-3-methoxy-1H-pyrazol-1-yl)azepane-1-carboxylate IC=1C(=NN(C1)C1CCN(CCC1)C(=O)OC(C)(C)C)OC